tert-butyl (3R,4R)-3-hydroxy-4-{[7-(3-methylbutan-2-yl)imidazo[4,3-f][1,2,4]triazin-2-yl]amino}piperidine-1-carboxylate O[C@@H]1CN(CC[C@H]1NC1=NN2C(C=N1)=CN=C2C(C)C(C)C)C(=O)OC(C)(C)C